1-(2,4-Dimethyl-6,7-dihydro-5H-pyrrolo[4,3-b]pyridin-6-yl)-2-{1-[2-(trifluoromethyl)pyridin-4-yl]bicyclo[1.1.1]pent-3-yl}ethan-1-one CC1=CC(=C2C(=N1)CN(C2)C(CC21CC(C2)(C1)C1=CC(=NC=C1)C(F)(F)F)=O)C